C(C)(=O)N1C(C1)C#CC#CC1=CC=C(C(=O)N[C@H](C(=O)NO)[C@](C(F)F)(C)O)C=C1 4-((1-acetylaziridin-2-yl)buta-1,3-diyn-1-yl)-N-((2S,3S)-4,4-difluoro-3-hydroxy-1-(hydroxyamino)-3-methyl-1-oxobutan-2-yl)benzamide